C12CC(C3=C(C=4CCCC4C=C13)NC(=O)NS(=O)(=N)C=1C=NN3C1OC[C@H](C3)OC)C2 (6S)-N-((1,2,3,5,6,7-hexahydro-1,3-methano-s-indacen-4-yl)carbamoyl)-6-methoxy-6,7-dihydro-5H-pyrazolo[5,1-b][1,3]oxazine-3-sulfonimidamide